C(C)(C)(C)OC(=O)NCC1=CC(=C(C(=C1)C)NC(=O)C1=CC2=C(OCCC3=C2SC=C3)C=C1C=1C(=NC(=CC1)C(NC1CCC(CC1)C#N)=O)C(=O)OC)C methyl 3-(9-((4-(((tert-butoxycarbonyl)amino)methyl)-2,6-dimethylphenyl)carbamoyl)-4,5-dihydrobenzo[b]thieno[2,3-d]oxepin-8-yl)-6-((4-cyanocyclohexyl)carbamoyl)picolinate